ClC1=CC(=C(S1)C1=CC=C(C(=N1)C)O[C@@H]1C[C@H](CCC1)C(=O)OC)CNC(=O)O[C@H](C)CCC methyl (1S,3S)-3-((6-(5-chloro-3-((((((R)-pentan-2-yl)oxy)carbonyl)amino)methyl)thiophen-2-yl)-2-methylpyridin-3-yl)oxy)cyclohexane-1-carboxylate